FC1=CC=C(C=C1)[C@H](CN1CCN(CC1)C(=O)OC(C)(C)C)NS(=O)(=O)C1=CC=C(C=C1)OC(F)(F)F tert-butyl (R)-4-(2-(4-fluorophenyl)-2-((4-(trifluoromethoxy)phenyl)sulfonamido)ethyl)piperazine-1-carboxylate